tert-butyl (R)-3-((3-iodopropoxy)methyl)pyrrolidine-1-carboxylate ICCCOC[C@H]1CN(CC1)C(=O)OC(C)(C)C